4-hydroxy-3-(phenyl-(o-tolyl)methyl)-2H-pyran-2-one OC1=C(C(OC=C1)=O)C(C1=C(C=CC=C1)C)C1=CC=CC=C1